tert-butyl (2R,4S)-4-{5-[(tert-butoxycarbonyl)(ethyl)amino]-3-[2-(6-chloro-1-cyclopropyl-1,3-benzodiazol-5-yl)ethynyl]-4-cyanopyrazol-1-yl}-2-(methoxymethyl)pyrrolidine-1-carboxylate C(C)(C)(C)OC(=O)N(C1=C(C(=NN1[C@H]1C[C@@H](N(C1)C(=O)OC(C)(C)C)COC)C#CC1=CC2=C(N(C=N2)C2CC2)C=C1Cl)C#N)CC